2,2-dichloropropionyl chloride ClC(C(=O)Cl)(C)Cl